tert-butyl 4-((2-(3-((2-methoxy-4-(methylcarbamoyl)phenyl)amino)prop-1-yn-1-yl)-1-(2,2,2-trifluoroethyl)-1H-indol-4-yl)amino)piperidine-1-carboxylate COC1=C(C=CC(=C1)C(NC)=O)NCC#CC=1N(C2=CC=CC(=C2C1)NC1CCN(CC1)C(=O)OC(C)(C)C)CC(F)(F)F